NCCS(=O)(=O)[O-].C(=O)(C=C)[NH+](C)C acryl-dimethyl-ammonium taurate